(2-(benzo[d]thiazol-2-yl)-6-fluorophenyl)((3aR,6aS)-5-(4,6-dimethylpyrimidin-2-yl)hexahydropyrrolo[3,4-c]pyrrol-2(1H)-yl)methanone menthyl-Methacrylate C1(CC(C(CC1)C(C)C)OC(C(=C)C)=O)C.S1C(=NC2=C1C=CC=C2)C2=C(C(=CC=C2)F)C(=O)N2C[C@@H]1CN(C[C@@H]1C2)C2=NC(=CC(=N2)C)C